BrC1=CC=C(C(=N1)C#N)N1[C@@H](CN(CC1)C(=O)OC(C)(C)C)CC tert-butyl (R)-4-(6-bromo-2-cyanopyridin-3-yl)-3-ethylpiperazine-1-carboxylate